tert-Butyl (R*)-(1-(5-formyl-1-((2-(trimethylsilyl)ethoxy)methyl)-1H-benzo[d]imidazol-2-yl)-2-((1,1,1-trifluoro-2-methylpropan-2-yl)oxy)ethyl)carbamate C(=O)C1=CC2=C(N(C(=N2)[C@H](COC(C(F)(F)F)(C)C)NC(OC(C)(C)C)=O)COCC[Si](C)(C)C)C=C1 |o1:9|